bis-(3,5-di-tert-butyl-4-hydroxyphenol) adipate C(CCCCC(=O)O)(=O)O.C(C)(C)(C)C=1C=C(C=C(C1O)C(C)(C)C)O.C(C)(C)(C)C=1C=C(C=C(C1O)C(C)(C)C)O